palmitoyl-2-oleoyl-sn-glycero-3-phospho-L-serine C(CCCCCCCCCCCCCCC)(=O)N[C@@H](COP(OC[C@@H](CO)OC(CCCCCCC\C=C/CCCCCCCC)=O)(=O)O)C(=O)O